4-(3-benzyloxybutyloxy)phthalic acid C(C1=CC=CC=C1)OC(CCOC=1C=C(C(C(=O)O)=CC1)C(=O)O)C